OC1=C2C3C(C(OC2=CC(=C1C(=O)N(C1=CC=CC=C1)C)CCCCC)(C)C)CCC(=C3)C 1-hydroxy-N,6,6,9-tetramethyl-3-pentyl-N-phenyl-6a,7,8,10a-tetrahydro-6H-benzo[c]chromene-2-carboxamide